ClC1=CC=C2C(=C(N(C2=C1C=1C(=NN(C1C)C)CNC1CC1)C)C(=O)OCC)CCCOC1=CC(=CC2=CC=CC=C12)SCC1=CC=C(C=C1)OC Ethyl 6-chloro-7-(3-((cyclopropylamino) methyl)-1,5-dimethyl-1H-pyrazol-4-yl)-3-(3-((3-((4-methoxybenzyl) thio) naphthalen-1-yl) oxy) propyl)-1-methyl-1H-indole-2-carboxylate